(2R,3R,11bR)-3-isobutyl-9,10-dimethoxy-1,3,4,6,7,11b-hexahydro-2H-pyrido[2,1-a]isoquinolin-2-yl behenate C(CCCCCCCCCCCCCCCCCCCCC)(=O)O[C@@H]1C[C@H]2N(CCC3=CC(=C(C=C23)OC)OC)C[C@H]1CC(C)C